C(C)(C)(C)NC(C(=CC=1C=C(OCCC(=O)N[C@@H](CC(C)(C)C)B(O)O)C=CC1)C#N)=O (R)-(1-(3-(3-(3-(tert-butylamino)-2-cyano-3-oxoprop-1-en-1-yl)phenoxy)propanamido)-3,3-dimethylbutyl)boronic acid